NC=1N=C(NC1)C(=O)OCC ethyl 4-aminoimidazole-2-carboxylate